(S)-quinuclidin-3-yl ((R)-5-(3-chloro-4-isopropoxyphenyl)-6-fluoro-2,2-dimethyl-2,3-dihydro-1H-inden-1-yl)carbamate ClC=1C=C(C=CC1OC(C)C)C=1C=C2CC([C@H](C2=CC1F)NC(O[C@@H]1CN2CCC1CC2)=O)(C)C